C(C)(C)C1CCC(CC1)N1CCC(CC1)N1C(C(C2=CC=CC=C12)CC(=O)NCCC(=O)N)=O 3-(2-(1-(1-((1s,4s)-4-isopropylcyclohexyl)piperidin-4-yl)-2-oxoindolin-3-yl)acetamido)propanamide